Cl.N[C@H](C(=O)OC(C(NC(C)C)=O)C)CC1=CC(=CC=C1)S(=O)(=O)N1CC(C1)(OC1=C(C(=C(C(=C1[2H])[2H])[2H])[2H])[2H])C1=CC=CC=C1 1-Oxo-1-[(propan-2-yl)amino]propan-2-yl (2S)-2-amino-3-(3-{3-phenyl-3-[(2H5)phenyloxy]azetidin-1-sulfonyl}phenyl)propanoate monohydrochloride